N-(Benzo[d]thiazol-2-yl)-1-(2,4-difluorophenyl)-5-methyl-1H-1,2,3-triazole-4-carboxamide S1C(=NC2=C1C=CC=C2)NC(=O)C=2N=NN(C2C)C2=C(C=C(C=C2)F)F